C1(=CC=CC=C1)S(=O)(=O)OC=1C=C(C=CC1)NC(=O)NC1=CC(=CC=C1)OS(=O)(=O)C1=CC2=CC=CC=C2C=C1 N-[3-(phenylsulfonyloxy)phenyl]-N'-[3-(2-naphthalenesulfonyloxy)phenyl]urea